2-[1-[2-(2-chloro-6-fluorophenyl)acetyl]piperidin-4-yl]-6-(3,5-dimethylpyrazol-1-yl)pyridazin-3-one Lithium [Li].ClC1=C(C(=CC=C1)F)CC(=O)N1CCC(CC1)N1N=C(C=CC1=O)N1N=C(C=C1C)C